N=1C=CN2C1CN(CC2)C(=O)[C@@H]2CC21CCN(CC1)C(=O)OC(C(F)(F)F)C(F)(F)F |r| 1,1,1,3,3,3-hexafluoro-propan-2-yl (±)-1-(5,6,7,8-tetrahydro-imidazo[1,2-a]pyrazine-7-carbonyl)-6-azaspiro[2.5]-octane-6-carboxylate